5-cyanomethyl-2-hydroxy-3-(1H-benzimidazol-5-yl)benzonitrile C(#N)CC=1C=C(C(=C(C#N)C1)O)C1=CC2=C(NC=N2)C=C1